(9R,13S)-13-amino-9-methyl-3-{[2-(trimethylsilyl)ethoxy]Methyl}-3,4,7,15-tetraazatricyclo[12.3.1.02,6]Octadeca-1(18),2(6),4,14,16-pentaen-8-one N[C@H]1CCC[C@H](C(NC=2C=NN(C2C=2C=CN=C1C2)COCC[Si](C)(C)C)=O)C